lithium 8-((((2-chlorobenzyl)oxy)carbonyl)amino)chromane-2-carboxylate ClC1=C(COC(=O)NC=2C=CC=C3CCC(OC23)C(=O)[O-])C=CC=C1.[Li+]